C(\C=C\C(=O)O)(=O)O.NC[C@H]1CN(CCC1)C1=C(C=CC(=C1C(F)(F)F)OC1=CC(=CC=C1)F)NC(=O)C=1N=C(SC1)C1=CN=NC=C1 N-{2-[(3S)-3-(Aminomethyl)piperidin-1-yl]-4-(3-fluorophenoxy)-3-(trifluoromethyl)phenyl}-2-(pyridazin-4-yl)-1,3-thiazol-4-carboxamid mono[(2E)-but-2-endioat]